C(C1=CC=CC=C1)OC1=C2CCCCC2=CC=C1C1=C(SC=2NC(C(=C(C21)O)C2=CC=CC=C2)=O)Cl 3-(5-benzyloxytetralin-6-yl)-2-chloro-4-hydroxy-5-phenyl-7H-thieno[2,3-b]pyridin-6-one